2,4,6-tris(2-hydroxy-4-hexyloxyphenyl)-1,3,5-Triazine OC1=C(C=CC(=C1)OCCCCCC)C1=NC(=NC(=N1)C1=C(C=C(C=C1)OCCCCCC)O)C1=C(C=C(C=C1)OCCCCCC)O